METHYL-2-ISOCYANO-4-FLUORo-BENZOATE COC(C1=C(C=C(C=C1)F)[N+]#[C-])=O